C(C)(=O)NS(=O)(=O)C1=CC=C(C=C1)NC(=O)C1=NC(=CN=C1N)C1=CC(=C(C=C1)C)F N-(4-(N-acetylsulfamoyl)phenyl)-3-amino-6-(3-fluoro-4-methylphenyl)pyrazine-2-carboxamide